C=C(C#N)CCC#N MethyleneGlutaronitrile